ClC1=CC=C(C=C1)C1C(N(CC1)C1=CC=C(C=C1)C1=CC=NC=C1)=O 3-(4-chlorophenyl)-1-(4-(pyridin-4-yl)phenyl)pyrrolidin-2-one